N1=NC(=CC=C1)NC(C1=CC=CC=C1)=O N-(pyridazin-3-yl)Benzamide